S(C#N)C(=CC1=CC=CC=C1)[N+](=O)[O-] thiocyano(nitrostyrene)